CN1N=CC(=C1OCCNC(OC(C)(C)C)=O)B1OC(C(O1)(C)C)(C)C tert-butyl N-[2-[2-methyl-4-(4,4,5,5-tetramethyl-1,3,2-dioxaborolan-2-yl)pyrazol-3-yl]oxyethyl]carbamate